8-((2-aminopyridin-4-yl)amino)-2-methylthieno[2,3-g]quinoline 1,1-dioxide NC1=NC=CC(=C1)NC1=CC=NC=2C=C3C(=CC12)S(C(=C3)C)(=O)=O